C(=O)(O)C(CC1(C2=CC(=CC=C2C=2C=CC(=CC12)C1=CC=CC=C1)C1=CC=CC=C1)CC(C)C(=O)O)C 9,9-bis(2-carboxypropyl)2,7-diphenylfluorene